3-(benzyloxy)-6-((trimethylsilyl)ethynyl)pyridazine C(C1=CC=CC=C1)OC=1N=NC(=CC1)C#C[Si](C)(C)C